FC1=CC=C(C=C1)N1C2=CC=CC=C2SC=2C=CC=CC12 10-(4-fluorophenyl)phenothiazine